2,3-dimethylpropyl ether CC(COCC(CC)C)CC